3-(3-(4-(1-Aminocyclobutyl)Phenyl)-5-Phenyl-3H-Imidazo[4,5-b]Pyridin-2-Yl)Pyridin-2-Amine NC1(CCC1)C1=CC=C(C=C1)N1C(=NC=2C1=NC(=CC2)C2=CC=CC=C2)C=2C(=NC=CC2)N